((2R,3S,4R,5R)-5-(4-Aminopyrrolo[2,1-f][1,2,4]triazin-7-yl)-5-cyano-3,4-dihydroxytetrahydrofuran-2-yl)methyl (3-(octadecyloxy)propyl) hydrogen phosphate P(=O)(OC[C@H]1O[C@@]([C@@H]([C@@H]1O)O)(C#N)C1=CC=C2C(=NC=NN21)N)(OCCCOCCCCCCCCCCCCCCCCCC)O